ClC1=C(C(=O)N(C)C)C=CC(=C1)NC1CN(C1)C1CCN(CC1)C(C(C(F)(F)F)(O)C1=CC=C(C=C1)F)=O 2-chloro-N,N-dimethyl-4-((1-(1-(3,3,3-trifluoro-2-(4-fluorophenyl)-2-hydroxypropanoyl)piperidin-4-yl)azetidin-3-yl)amino)benzamide